COC(C1COC2(C1)CCN(CC2)C2=CC=C(C=C2)C2C(COC1=CC(=CC=C21)O)C2=CC=CC=C2)OC 4-(4-(3-(dimethoxymethyl)-1-oxa-8-azaspiro[4.5]decan-8-yl)phenyl)-3-phenylchroman-7-ol